ClC=1C=C(OCC(=O)N2CC(NCC2)=O)C=CC1C=1N(C2=NC=NC(=C2N1)OC1(CC1)C)CC1=NC=CC(=C1)C 4-(2-(3-chloro-4-(6-(1-methylcyclopropoxy)-9-((4-methylpyridin-2-yl)methyl)-9H-purin-8-yl)phenoxy)acetyl)piperazin-2-one